C(C)(C)(C)OC(=O)N1CC2(C1)CC(C2)OC=2C=C1C(=NC=NC1=CC2OC)NC2=C(C(=C(C=C2)Cl)Cl)F 6-((4-((3,4-dichloro-2-fluorophenyl)amino)-7-methoxyquinazolin-6-yl)oxy)-2-azaspiro[3.3]heptane-2-carboxylic acid tert-butyl ester